(E)-N'-(naphthalen-2-ylmethylene)-2-phenylacetic acid hydrazide C1=C(C=CC2=CC=CC=C12)\C=N\NC(CC1=CC=CC=C1)=O